COC(=O)[C@H]1N(C[C@@H](C1)N=[N+]=[N-])C(=O)OC(C)(C)C (2S,4R)-4-azidopyrrolidine-1,2-dicarboxylic acid 1-(tert-butyl) ester 2-methyl ester